2-(azetidin-3-yl)-5-(5'-(7-ethyl-7H-imidazo[4,5-c]pyridazin-4-yl)-2'-fluoro-2-(methoxymethyl)-[1,1'-biphenyl]-4-yl)-1,3,4-oxadiazole N1CC(C1)C=1OC(=NN1)C1=CC(=C(C=C1)C1=C(C=CC(=C1)C=1C2=C(N=NC1)N(C=N2)CC)F)COC